O=C1N(C(C=C1)=O)CC=1N=NN(C1)CCOCCOCCOCCOCCOCCOCCOCCNC(OC1=CC=C(C=C1)[N+](=O)[O-])=O 4-nitrophenyl (23-(4-((2,5-dioxo-2,5-dihydro-1H-pyrrol-1-yl)methyl)-1H-1,2,3-triazol-1-yl)-3,6,9,12,15,18,21-heptaoxatricosyl)carbamate